tert-butyl (3R)-3-[(8-carbamoyl-6-{4-[(1-hydroxycyclopropyl)methoxy]phenyl}pyrido[3,2-d]pyrimidin-4-yl)amino]-4,4-difluoropiperidine-1-carboxylate C(N)(=O)C1=CC(=NC2=C1N=CN=C2N[C@@H]2CN(CCC2(F)F)C(=O)OC(C)(C)C)C2=CC=C(C=C2)OCC2(CC2)O